(S)-2-ethynyl-propane-1,2,3-triol 1-phosphate P(=O)(O)(O)OC[C@](CO)(O)C#C